CC1(C(N(C(N1CC1=CC(=NC=C1)N[C@@H]1COCC1)=O)C1=CC=C2C3(CN(C2=C1)S(=O)(=O)C)CCC3)=O)C (S)-5,5-dimethyl-3-(1'-(methylsulfonyl)spiro[cyclobutane-1,3'-indolin]-6'-yl)-1-((2-((tetrahydrofuran-3-yl)amino)pyridin-4-yl)methyl)imidazolidine-2,4-dione